ClC=1C=C(C=C2C(=NC=NC12)N[C@@H](C)C=1N(N=CN1)C=1N=NC(=CC1)Cl)I 8-chloro-N-[(1S)-1-[2-(6-chloropyridazin-3-yl)-1,2,4-triazol-3-yl]ethyl]-6-iodo-quinazolin-4-amine